COC=1C=C2CCN3C(C2=CC1C=1OC=CN1)=C(C=C3C=O)C=3SC=CC3 [8-methoxy-9-oxazol-2-yl-1-(2-thienyl)-5,6-dihydropyrrolo[2,1-a]isoquinolin-3-yl]methanone